Cl.Cl.N=1N=C(N2C1CCCC2)N2C[C@@H](CCC2)N (R)-1-(5,6,7,8-tetrahydro-[1,2,4]triazolo[4,3-a]pyridin-3-yl)piperidin-3-amine dihydrochloride